Sodium Levulinate C(CCC(=O)C)(=O)[O-].[Na+]